aza-carbeneborane N=B